Methyl D-threoninate hydrochloride Cl.N[C@H]([C@@H](O)C)C(=O)OC